3-(5'-fluoro-4,6'-dimethyl-[3,4'-bipyridin]-2'-yl)-5-(pyridin-4-yl)-1,2,4-oxadiazole FC=1C(=CC(=NC1C)C1=NOC(=N1)C1=CC=NC=C1)C=1C=NC=CC1C